7-[(3R,4S)-3,4-Dihydroxypyrrolidin-1-yl]-N-(3-ethylpentan-3-yl)-6-fluoro-4-oxo-1-(2,4,6-tri-fluorophenyl)-1,4-dihydro-1,8-naphthyridine-3-carboxamide O[C@@H]1CN(C[C@@H]1O)C1=C(C=C2C(C(=CN(C2=N1)C1=C(C=C(C=C1F)F)F)C(=O)NC(CC)(CC)CC)=O)F